FC=1C=C2CC3(CCN(CC3)C(=O)[O-])CC2=CC1 5-fluoro-1,3-dihydrospiro[indene-2,4'-piperidine]-1'-carboxylate